ClC1=CC=C(NC2=NC(=C3NC=NC3=N2)N)C=C1 2-(4-chloroanilino)-6-aminopurine